ClC1=C(COCCOCCCCCCNC[C@H](O)C=2C(=C(C=CC2)O)CO)C(=CC=C1)Cl ((R)-2-[(6-{2-[(2,6-dichlorobenzyl)oxy]ethoxy}hexyl)amino]-1-hydroxyethyl)-2-(hydroxymethyl)phenol